ClC1=NC=C(C(=C1)N[C@H](CCOC1=C(C(=NN1C)C)C1=NC=CC(=N1)N)C)C1=NN(C=C1)C(F)F (S)-2-(5-(3-((2-chloro-5-(1-(difluoromethyl)-1H-pyrazol-3-yl)pyridin-4-yl)amino)butoxy)-1,3-dimethyl-1H-pyrazol-4-yl)pyrimidin-4-amine